BrC=1C=C(C=CC1)C(O)(C1=NN=CN1C)C1CC1 (3-bromophenyl)-cyclopropyl-(4-methyl-4H-1,2,4-triazol-3-yl)methanol